CCC(CC)NC(C)C (pent-3-yl)(prop-2-yl)amine